methyl 3-bromo-4-fluoro-6-methyl-1H-pyrrolo[2,3-b]pyridine-2-carboxylate BrC1=C(NC2=NC(=CC(=C21)F)C)C(=O)OC